NCC(OC1=NC(=NC(=C1)C1=C(C=CC=C1C)C)NS(=O)(=O)C=1C=C(C(=O)O)C=CC1)C1=NC=C(C=C1)C(C)(C)C 3-[[4-[2-amino-1-(5-tert-butyl-2-pyridyl)ethoxy]-6-(2,6-dimethylphenyl)pyrimidin-2-yl]sulfamoyl]benzoic acid